C1(CC1)N1N=NC(=C1OC)[C@H](C=1C(=NC(=CC1)F)C)NC=1C=C2C(=C(C=NC2=C(C1)C#N)C#N)NCC(C)(C)C (S)-6-(((1-cyclopropyl-5-methoxy-1H-1,2,3-triazol-4-yl)(6-fluoro-2-methylpyridin-3-yl)methyl)amino)-4-(neopentylamino)quinoline-3,8-dicarbonitrile